tert-butyl 2-(2,2-diethoxyethoxy)acetate C(C)OC(COCC(=O)OC(C)(C)C)OCC